C(C1=CC=CC=C1)N1CCC(CC1)N 1-BENZYLPIPERIDIN-4-AMINE